3-fluoro-10-(4-methoxyphenyl)-6,7,8,9-tetrahydro-5H-6,9-epiminocyclohepta[b]pyridine FC=1C=C2C(=NC1)C1CCC(C2)N1C1=CC=C(C=C1)OC